(S)-3-(isoquinolin-4-yl)-1-(3-methoxy-6-(trifluoromethyl)pyridin-2-yl)-2-oxoimidazoline-4-carbonitrile C1=NC=C(C2=CC=CC=C12)N1C(N(C[C@H]1C#N)C1=NC(=CC=C1OC)C(F)(F)F)=O